2'-oxo-1',2',4,6-Tetrahydro-1H-spiro[cyclopenta[b]pyrrole-5,3'-pyrrolo[2,3-b]pyridine]-2-carboxylic acid ethyl ester C(C)OC(=O)C1=CC2=C(N1)CC1(C(NC3=NC=CC=C31)=O)C2